CN1N=C(C(=C1)C=1C=NC=2CCN(CC2C1)C=1C2=C(N=CN1)SC(=C2)C)C 4-[3-(1,3-dimethylpyrazol-4-yl)-7,8-dihydro-5H-1,6-naphthyridin-6-yl]-6-methyl-thieno[2,3-d]pyrimidine